sodium phenylbutyrate salt C1(=CC=CC=C1)OC(CCC)=O.[Na]